OC(C#CC=1C2=C(C(N(C1)C)=O)NC(=C2C(=O)OCC)C)(C)C2=CC=NC=C2 ethyl 4-[3-hydroxy-3-(4-pyridyl)but-1-ynyl]-2,6-dimethyl-7-oxo-1H-pyrrolo[2,3-c]pyridine-3-carboxylate